C1(=CC=CC=C1)C1CCN2N=C(N=C21)C(=O)N[C@@H]2C(N(C=1N(CC2)N=C(C1)C)C)=O 7-phenyl-N-[(6S)-2,4-dimethyl-5-oxo-7,8-dihydro-6H-pyrazolo[1,5-a][1,3]diazepin-6-yl]-6,7-dihydro-5H-pyrrolo[1,2-b][1,2,4]triazole-2-carboxamide